NC1=CC=C(C=O)C(=C1)C 4-Amino-6-methylbenzaldehyde